perfluoro-1,3-dioxane FC1(OC(C(C(O1)(F)F)(F)F)(F)F)F